C1(CC1)C=1N=CN(C1)C=1C=C(SC1N1CCC(CC1)OC)C(=O)O 4-(4-cyclopropyl-1H-imidazol-1-yl)-5-(4-methoxypiperidin-1-yl)thiophene-2-carboxylic acid